C(CC)N1CCN(CC1)CCC[Si](OC)(OC)OC 1-propyl-4-(3-(trimethoxysilyl)propyl)piperazine